CN(CCOC1=C(C=CC=C1NC1=CC=CC=C1)NC1=CC=C(C(=O)OCC)C=C1)C ethyl 4-((2-(2-(dimethylamino) ethoxy)-3-(phenylamino) phenyl) amino)benzoate